tetramethyl-acetamide CNC(C(C)(C)C)=O